C(C)(C)(C)OC(C(C)O[Si](C)(C)C(C)(C)C)=O 2-((t-butyldimethylsilyl)-oxy)propanoic acid tert-butyl ester